C(C)C=1N=C2N(C=C(C=C2)C2CCN(CC2)S(=O)(=O)C)C1N(C=1SC=C(N1)C1=C(C=C(C=C1)F)C)C N-(2-ethyl-6-(1-(methylsulfonyl)piperidin-4-yl)imidazo[1,2-a]pyridin-3-yl)-4-(4-fluoro-2-methylphenyl)-N-methylthiazol-2-amine